(R,S)-2-bromo-6-(3-ethoxytetrahydrofuran-3-yl)-4-methylpyridine BrC1=NC(=CC(=C1)C)[C@]1(COCC1)OCC